ClC1=CC=C(C=C1)N1C(SC(C1=O)C)=S 3-(4-chlorophenyl)-5-methyl-rhodanine